O=C1NC(CCC1N1C(N(C2=C1C=CC(=C2)CCCCN2C[C@@H](NCC2)C(=O)O)C)=O)=O (2R)-4-[4-[1-(2,6-dioxo-3-piperidyl)-3-methyl-2-oxo-benzimidazol-5-yl]butyl]piperazine-2-carboxylic acid